O[C@@H]1[C@H](O[C@H]([C@@H]1O)N1C2=NC(=NC(=C2N=C1)NCC1=NC=CC(=C1)C)C=1C=NC=CC1)C(=O)NC (2s,3s,4r,5r)-3,4-dihydroxy-N-methyl-5-(6-((4-methylpyridin-2-yl)methylamino)-2-(pyridin-3-yl)-9H-purin-9-yl)-tetrahydrofuran-2-carboxamide